C(C1=CC=CC=C1)NC1=CC=C(C=C1)C1=C2C(=NC(=C1)NC(=O)C1CC1)NC=C2 N-(4-(4-(benzylamino)phenyl)-1H-pyrrolo[2,3-b]pyridin-6-yl)cyclopropylcarboxamide